N'-[5-bromo-2-methyl-6-[(1S)-1-methyl-2-propoxy-ethoxy]-3-pyridinyl]-N-ethyl-N-methyl-formamidine BrC=1C=C(C(=NC1O[C@H](COCCC)C)C)N=CN(C)CC